bis{3,4,6-trichloro-2-[(2-methylpentyloxy) carbonyl] phenyl}oxalate ClC=1C(=C(C(=CC1Cl)Cl)OC(C(=O)OC1=C(C(=C(C=C1Cl)Cl)Cl)C(=O)OCC(CCC)C)=O)C(=O)OCC(CCC)C